3-(trifluoromethyl)-2,3-dihydro-1H-indol-3-ol FC(C1(CNC2=CC=CC=C12)O)(F)F